(S)-3-(6-(4-(((9H-fluoren-9-yl)methoxy)carbonyl)piperazin-1-yl)pyridin-3-yl)-2-((1-(4,4-dimethyl-2,6-dioxocyclohexylidene)ethyl)amino)propanoic acid C1=CC=CC=2C3=CC=CC=C3C(C12)COC(=O)N1CCN(CC1)C1=CC=C(C=N1)C[C@@H](C(=O)O)NC(C)=C1C(CC(CC1=O)(C)C)=O